2,3-dihydro-3,5-diacetoxy-6-methyl-4H-pyran-4-one C(C)(=O)OC1COC(=C(C1=O)OC(C)=O)C